6-(4-Isopropylpiperazin-1-yl)benzo[b]thiophene-2-carboxylic acid C(C)(C)N1CCN(CC1)C=1C=CC2=C(SC(=C2)C(=O)O)C1